(2S)-2-({5-[(1R)-1-[(5-chloro-2-methoxypyridin-3-yl)amino]ethyl]thiophen-2-yl}formamido)-N-{3-cyanobicyclo[1.1.1]pentan-1-yl}-3-cyclopentylpropanamide ClC=1C=C(C(=NC1)OC)N[C@H](C)C1=CC=C(S1)C(=O)N[C@H](C(=O)NC12CC(C1)(C2)C#N)CC2CCCC2